N1,N4-ditetradecylbutane-1,4-diamine C(CCCCCCCCCCCCC)NCCCCNCCCCCCCCCCCCCC